COC1=CC=CC(=N1)CC1CN(CC1)CC1=CN=C(S1)NC(C)=O N-(5-((3-((6-methoxypyridin-2-yl)methyl)pyrrolidin-1-yl)methyl)thiazol-2-yl)acetamide